(1R,2S)-N-((2-(4'-fluoro-2'-(4-methyl-4H-1,2,4-triazol-3-yl)-[1,1'-biphenyl]-3-yl)-7-methoxybenzo[d]oxazol-5-yl)methyl)-2-methoxycyclopentane-1-amine FC1=CC(=C(C=C1)C1=CC(=CC=C1)C=1OC2=C(N1)C=C(C=C2OC)CN[C@H]2[C@H](CCC2)OC)C2=NN=CN2C